(1R)-1-phenyl-1-[(3R)-1H,2H,3H,4H-pyrido[2,3-b]pyrazin-3-yl]methanamine C1(=CC=CC=C1)[C@@H](N)[C@H]1CNC2=C(N1)N=CC=C2